NC1=NN(C2=CN=C(C=C21)N2[C@@H](CN(CC2)S(=O)(=O)C)CC2=CC=CC=C2)C=2C(=C(C(=C(C2)C(F)(F)F)F)O)F (R)-3-(3-Amino-5-(2-benzyl-4-(methylsulfonyl)piperazin-1-yl)-1H-pyrazolo[3,4-c]pyridin-1-yl)-2,6-difluoro-5-(trifluoromethyl)phenol